C(C)N(C(=O)[C@H]1CN(CCC1)C=1C=C(OC(C(=O)N2CCN(CC2)C(=O)OC(C)(C)C)(C)C)C=CC1)CC1=CC=C(C=C1)C(C)C tert-butyl (R)-4-(2-(3-(3-(ethyl(4-isopropylbenzyl)carbamoyl)piperidin-1-yl)phenoxy)-2-methylpropanoyl)piperazine-1-carboxylate